FC=1C=C(CC2CNC2)C=CC1 3-(3-fluorobenzyl)azetidine